COC(=O)[C@H]1CN([C@H](CC1)C)C1=NC(=NC(=N1)N)C=1C=CC=2N(C1)C(=NC2)C (3r,6s)-1-(4-amino-6-(3-methylimidazo[1,5-a]pyridin-6-yl)-1,3,5-triazin-2-yl)-6-methylpiperidine-3-carboxylic acid methyl ester